COC1=C(CNC2=NC3=C(C=CC=C3C(=N2)N(N)C(=O)C2C(C2)I)OC)C=CC(=C1)OC N-(2-((2,4-dimethoxybenzyl)amino)-8-methoxyquinazolin-4-yl)-2-iodocyclopropane-1-carbohydrazide